FC1=CC=C(CS(=O)(=O)C2=CC(=C(C=C2)N2CCN(CC2)CCO)[N+](=O)[O-])C=C1 2-(4-{4-[(4-fluorobenzyl)sulfonyl]-2-nitrophenyl}piperazin-1-yl)ethan-1-ol